C[C@H]1[C@H]([C@H]([C@@H]([C@@H](O1)O[C@H]2[C@@H]([C@H](OC([C@@H]2NC(=O)C)O)CO)O[C@H]3[C@@H]([C@H]([C@@H]([C@H](O3)CO)O[C@H]4[C@H]([C@H]([C@@H]([C@H](O4)CO[C@@H]5[C@H]([C@H]([C@@H]([C@H](O5)CO)O)O)O)O)O[C@@H]6[C@H]([C@H]([C@@H]([C@H](O6)CO)O)O)O)O)O)NC(=O)C)O)O)O The molecule is a branched amino hexasaccharide compound consisting of a GlcNAc residue at the reducing end with a Man-alpha(1->3)-[Man-alpha(1->6)]-Man-beta(1->4)-GlcNAc moiety attached via a beta-(1->4)-linkage and a Fuc residue attached via an alpha-(1->3)-linkage. It has a role as an allergen. It is an amino hexasaccharide and a high-mannose oligosaccharide.